ClC1=CC(=C(C=C1)C(C)=O)O 1-(4-chloro-2-hydroxyphenyl)ethane-1-one